N-(1-(2-methoxy-4-(methylsulfonamido)phenyl)-6-(pyrazolo[1,5-a]pyrimidin-3-yl)-1H-pyrazolo[4,3-c]pyridin-3-yl)-1-methylpiperidine-4-carboxamide COC1=C(C=CC(=C1)NS(=O)(=O)C)N1N=C(C=2C=NC(=CC21)C=2C=NN1C2N=CC=C1)NC(=O)C1CCN(CC1)C